(S)-N-((S)-2,6-dioxopiperidin-3-yl)-1,2,3,4,4a,5-hexahydrobenzo[b]pyrazino[1,2-d][1,4]oxazine-8-carboxamide O=C1NC(CC[C@@H]1NC(=O)C=1C=CC2=C(OC[C@H]3N2CCNC3)C1)=O